CNCC1=CC=C(C=C1)NC(=O)C1=CC2=C(OCCC3=C2SC=C3)C=C1C=1C(=NC(=CC1)C(NCCC)=O)C(=O)OC methyl 3-(9-((4-((methylamino)methyl)phenyl)carbamoyl)-4,5-dihydrobenzo[b]thieno[2,3-d]oxepin-8-yl)-6-(propylcarbamoyl)picolinate